C(C)(C)(C)OC(=O)C=1C=C(C=CC1)C=1SC=C(N1)C(=O)N[C@@H](CO[Si](C)(C)C(C)(C)C)C(=O)O (2-(3-(Tert-butoxycarbonyl)phenyl)thiazole-4-carbonyl)-O-(tert-butyldimethylsilyl)-Z-serine